C(C=1C(O)=CC=CC1)=CC(C(N)N)=CC=1C(O)=CC=CC1 bis(salicylidene)propandiamine